tert-butyl 3-bromo-5-ethoxy-1H-indole-1-carboxylate BrC1=CN(C2=CC=C(C=C12)OCC)C(=O)OC(C)(C)C